C(C)N(C1=CC=CC=C1)C N-ethyl-N-methylaniline